7-methoxy-N-methyl-6-{[2-(pyrrolidin-1-yl)ethoxy]methyl}-1H,2H,3H-cyclopenta[b]quinolin-9-amine COC1=CC=2C(=C3C(=NC2C=C1COCCN1CCCC1)CCC3)NC